benzyl 4-oxo-butyrate O=CCCC(=O)OCC1=CC=CC=C1